dodecane-1-yl-(Ethyl)(dimethyl)ammonium ethyl-sulfate C(C)OS(=O)(=O)[O-].C(CCCCCCCCCCC)[N+](C)(C)CC